4-(6-bromochroman-4-yl)-1H-imidazole BrC=1C=C2C(CCOC2=CC1)C=1N=CNC1